zinc(II) palmitate C(CCCCCCCCCCCCCCC)(=O)[O-].[Zn+2].C(CCCCCCCCCCCCCCC)(=O)[O-]